7-Methoxy-3-(3-pyridyl)methylene-4-chromone Sodium [Na].COC1=CC=C2C(C(COC2=C1)=CC=1C=NC=CC1)=O